N-methyl-3-(2-pyridyl)-4-[[5-(trifluoromethyl)-2-pyridyl]amino]benzenesulfonamide CNS(=O)(=O)C1=CC(=C(C=C1)NC1=NC=C(C=C1)C(F)(F)F)C1=NC=CC=C1